C(C)OC(=O)C1=CC=C(C=C1)N1C(N(CCC1)C=1SC(=C(N1)C)S(=O)(=O)O)=O 2-(3-(4-(ethoxycarbonyl)phenyl)-2-oxotetrahydropyrimidin-1(2H)-yl)-4-methylthiazole-5-sulfonic acid